CC1=C(C(=O)O)C(=CC=C1)NC(C)C1=CC(=CN2C1=NC(=CC2=O)N2CCCCC2)C 2-methyl-6-((1-(7-methyl-4-oxo-2-(piperidin-1-yl)-4H-pyrido[1,2-a]pyrimidin-9-yl)ethyl)amino)benzoic acid